C(C)(C)C(C(C(=O)[O-])O)C(=O)[O-] 3-isopropyl-malate